N1=C(NC2=C1C=CC=C2)NC(CBr)=O N-(benzimidazolyl)-2-bromoacetamide